(S)-N-((4-ethyl-8-fluoro-4-hydroxy-9-methoxy-3,14-dioxo-3,4,12,14-tetrahydro-1H-pyrano-[3',4':6,7]indolizino[1,2-b]quinolin-11-yl)methyl)benzene-sulfonamide C(C)[C@]1(C(OCC=2C(N3CC=4C(=NC=5C=C(C(=CC5C4CNS(=O)(=O)C4=CC=CC=C4)OC)F)C3=CC21)=O)=O)O